Methyl 2-carbamoyl-5-methyl-1H-indole-6-carboxylate C(N)(=O)C=1NC2=CC(=C(C=C2C1)C)C(=O)OC